ClC=1C(=NC=CC1C=1C(=C(C=CC1)NC(C1=NC=C(C=C1)CNCCOC)=O)C)C1=CC(=C(C=C1)CNCC1NC(CC1)=O)OC N-(3-(3-chloro-2-(3-methoxy-4-((((5-oxopyrrolidin-2-yl)methyl)amino)methyl)phenyl)pyridin-4-yl)-2-methylphenyl)-5-(((2-methoxyethyl)amino)methyl)picolinamide